C(C1=CC=CC=C1)N1CCN(CC1)C(CNS(=O)(=O)C1=CC=CC2=CC=CC=C12)C N-(2-(4-benzylpiperazin-1-yl)propyl)naphthalen-1-sulfonamide